FC(C(C(C(C(C=CC(C(F)(F)F)(F)F)(C(F)(F)F)F)(F)F)(F)F)(F)F)(F)F pentadecafluoro-5-(trifluoromethyl)non-3-ene